1-methyl-4-[1-[4-(4,4,5,5-tetramethyl-1,3,2-dioxaborolan-2-yl)phenyl]cyclopropyl]piperazine CN1CCN(CC1)C1(CC1)C1=CC=C(C=C1)B1OC(C(O1)(C)C)(C)C